fluoro-N-((2-methylfuran-3-yl)methyl)-4'-oxo-3',4'-dihydro-1'h-spiro[piperidine-4,2'-quinoline]-1-carboxamide FN1C2(CC(C3=CC=CC=C13)=O)CCN(CC2)C(=O)NCC2=C(OC=C2)C